3-(4-Fluorophenyl)-4-(4-(4-isopropylpiperazin-1-yl)phenyl)-2H-thiochromen-7-ol FC1=CC=C(C=C1)C=1CSC2=CC(=CC=C2C1C1=CC=C(C=C1)N1CCN(CC1)C(C)C)O